((1R,4S)-4-((R)-2-methoxypropoxy)-4-(trifluoromethyl)cyclohexyl)-4-azaspiro[2.5]octane-7-carboxamide CO[C@@H](COC1(CCC(CC1)C1CC12NCCC(C2)C(=O)N)C(F)(F)F)C